N1=CC(=CC=C1)C1=CC=C(CC2CC(NC2)C(=O)N)C=C1 4-(4-(pyridin-3-yl)benzyl)pyrrolidine-2-carboxamide